C(CCCCCCCCCCCCCCCCC)C(C(=O)[O-])CC(=O)[O-].C[N+](C)(C)C.C[N+](C)(C)C tetramethylammonium octadecyl-succinate